ethyl 4-chloro-7-[4-fluoro-2-(2-methoxyethoxy)phenyl]thieno[3,2-c]pyridine-6-carboxylate ClC1=NC(=C(C2=C1C=CS2)C2=C(C=C(C=C2)F)OCCOC)C(=O)OCC